C1(=CC=CC=C1)C(C(C(=O)OCC1=CC=CC=C1)NS(=O)(=O)C1=CC=C(C=C1)C)Br benzyl 3-phenyl-2-(4-methylphenylsulfonamido)-3-bromopropionate